3-(2-(4-(6-fluoro-3-methylbenzo[d]isoxazol-5-yl)piperazin-1-yl)ethyl)-8-(prop-1-yn-1-yl)-3H-[1,2,4]triazolo[5,1-i]purin-5-amine FC1=CC2=C(C(=NO2)C)C=C1N1CCN(CC1)CCN1C=2N=C(N3C(C2N=C1)=NC(=N3)C#CC)N